Methyl (2-((4-((S)-2-(4-chloro-2-fluorophenyl)-2-methylbenzo[d][1,3]dioxol-4-yl)piperidin-1-yl)methyl)-4-methyl-1-(((S)-oxetan-2-yl)methyl)-1H-imidazole-5-carbonyl)glycinate ClC1=CC(=C(C=C1)[C@@]1(OC2=C(O1)C=CC=C2C2CCN(CC2)CC=2N(C(=C(N2)C)C(=O)NCC(=O)OC)C[C@H]2OCC2)C)F